BrC=1C=CC(N(N1)CC=1C=NC=C(C1)F)=O 6-bromo-2-((5-fluoropyridin-3-yl)methyl)pyridazin-3(2H)-one